FC(C(=O)NC1=CC(=C(C=C1)OC)F)(F)F 2,2,2-trifluoro-N-(3-fluoro-4-methoxyphenyl)acetamide